COC=1C=NC=CC1C=1N=NC(=NN1)C=C 3-(3-methoxypyridin-4-yl)-6-vinyl-1,2,4,5-tetrazine